heptadecane-1,12-diol C(CCCCCCCCCCC(CCCCC)O)O